NCCCCCCCCCNC=1C=C2C(N(C(C2=CC1)=O)C1C(NC(CC1)=O)=O)=O 5-((9-aminononyl)amino)-2-(2,6-dioxopiperidin-3-yl)isoindoline-1,3-dione